3,5-difluoroperbenzoic acid FC1=CC(=CC(=C1)F)C(=O)OO